ClC1=C(C(=CC=C1)Cl)N1CC(C1)C1=CC(=C(CN2C(CC(CC2)C(=O)OC)(C)C)C(=C1)C)C methyl 1-(4-(1-(2,6-dichlorophenyl) azetidin-3-yl)-2,6-dimethylbenzyl)-2,2-dimethylpiperidine-4-carboxylate